2-(3-chloro-2-pyridyl)-5-oxo-3-pyrazolidinecarboxylic acid ethyl ester C(C)OC(=O)C1N(NC(C1)=O)C1=NC=CC=C1Cl